C(C)(C)(C)OC(=O)NCC1CCC(CC1)C(=O)O (1r,4r)-4-(((tert-butoxycarbonyl)amino)methyl)cyclohexane-1-carboxylic acid